C(C)(C)(C)OC(=O)N\C(\NCCNC=1C(=CC=2NC3=CC(=C(C=C3C2C1)Cl)Cl)C1=CC=C(C=C1)Cl)=N/C(OC(C)(C)C)=O (Z)-tert-butyl (tert-butoxycarbonylamino)(2-(6,7-dichloro-2-(4-chlorophenyl)-9H-carbazol-3-ylamino)ethylamino)methylenecarbamate